(S)-N-(7-(3,3-Dimethylbut-1-yn-1-yl)-5-methyl-4-oxo-2,3,4,5-tetrahydrobenzo[b][1,4]oxazepin-3-yl)-4-(3-fluorophenoxy)picolinamid CC(C#CC1=CC2=C(OC[C@@H](C(N2C)=O)NC(C2=NC=CC(=C2)OC2=CC(=CC=C2)F)=O)C=C1)(C)C